1,8-diazabicyclo[5.4.0]undec-7-ene hydrochloride Cl.N12CCCCCC2=NCCC1